ClC1=NC=C(C(=C1)N1C[C@H]([C@@H](CC1)F)O)C=1C=NN(C1)C(F)F (3R,4R)-1-[2-chloro-5-[1-(difluoromethyl)pyrazol-4-yl]-4-pyridyl]-4-fluoro-piperidin-3-ol